NC1=NC=CC(=C1)C=1NC2=CC=C(C=C2C1C(C)C)C1CCN(CC1)C(=O)C1CCNCC1 (4-(2-(2-aminopyridin-4-yl)-3-isopropyl-1H-indol-5-yl)piperidin-1-yl)(piperidin-4-yl)methanone